Cl.BrC1=CC2=C(C=N1)C(=CN2)C(=O)O 6-bromo-1H-pyrrolo[3,2-c]pyridine-3-carboxylic acid hydrochloride